O=C1NN=C(C=C1C#N)C1N(CCC1)CC(N1CCN(CC1)C1=NC=C(C=N1)C(F)(F)F)=O 3-oxo-6-(1-(2-oxo-2-(4-(5-(trifluoromethyl)pyrimidin-2-yl)piperazin-1-yl)ethyl)pyrrolidin-2-yl)-2,3-dihydropyridazine-4-carbonitrile